ClC=1C(=NC(=NC1)NC=1C=CC(=NC1)C(=O)NC)N1C[C@]2(CN(C[C@]2(C1)C)C(=O)C1CC1)C 5-((5-chloro-4-((3aR,6aS)-5-(cyclopropylcarbonyl)-3a,6a-dimethylhexahydropyrrolo[3,4-c]pyrrol-2(1H)-yl)pyrimidin-2-yl)amino)-N-methylpyridin-2-carboxamide